C(C)(=O)O[C@@H]1[C@@H](O[C@@H]([C@@H]([C@@H]1CC(=O)O)OC(C)=O)OC1=CC=C(C=C1)\C=C/C(C1=CC=CC=C1)=O)COC(C)=O 2-[(2S,3S,4R,5R,6R)-3,5-Diacetyloxy-2-(acetyloxymethyl)-6-[4-[(Z)-3-oxo-3-phenylprop-1-enyl]phenoxy]oxan-4-yl]acetic acid